BrC=1C=NC2=CC(=CC(=C2C1)Br)Br 3,5,7-tribromoquinoline